BrC=1C=C(C(=O)NCC2=CC=C(C=C2)OC)C=CC1 3-bromo-N-(4-methoxybenzyl)benzamide